Tert-butyl 3,5-dimethylpiperazine-1-carboxylate CC1CN(CC(N1)C)C(=O)OC(C)(C)C